ClC1=C(C(=CC=C1Cl)O)C1CC2N(C([C@H](NC2=O)CO)=O)C1 (3R)-7-(2,3-dichloro-6-hydroxyphenyl)-3-(hydroxymethyl)hexahydro-pyrrolo[1,2-a]pyrazine-1,4-dione